(3-bromophenyl)-N-(quinolin-8-yl)cyclopropane-1-carboxamide BrC=1C=C(C=CC1)C1(CC1)C(=O)NC=1C=CC=C2C=CC=NC12